(R)-1-(sec-butyl)-6-isopropyl-N-(1-(3,4,5-trimethoxyphenyl)-1H-imidazol-4-yl)-1H-pyrazolo[3,4-d]pyrimidin-4-amine [C@@H](C)(CC)N1N=CC=2C1=NC(=NC2NC=2N=CN(C2)C2=CC(=C(C(=C2)OC)OC)OC)C(C)C